The molecule is a deoxyinosine phosphate that is 5'-inosinic acid in which the hydroxy group at position 2' by a hydrogen atom. It has a role as an Escherichia coli metabolite, a human metabolite, a mouse metabolite and a Mycoplasma genitalium metabolite. It is a purine 2'-deoxyribonucleoside 5'-monophosphate and a deoxyinosine phosphate. It derives from an IMP. It is a conjugate acid of a 2'-deoxyinosine 5'-phosphate(2-). C1[C@@H]([C@H](O[C@H]1N2C=NC3=C2N=CNC3=O)COP(=O)(O)O)O